2-(N-(4-(6-Chloro-3-methyl-1H-pyrazolo[4,3-c]pyridin-1-yl)-3-methoxyphenyl)sulfamoyl)acetamide ClC1=CC2=C(C=N1)C(=NN2C2=C(C=C(C=C2)NS(=O)(=O)CC(=O)N)OC)C